COC1=C(C(=CC=C1)OC)N1C(=NN=C1C1=NC(=CC=C1)OCC)C(=O)NS(=O)(=O)C[C@@H](C)C1=CC=CC=C1 (S)-4-(2,6-Dimethoxyphenyl)-5-(6-ethoxypyridin-2-yl)-N-((2-phenylpropyl)sulfonyl)-4H-1,2,4-triazole-3-carboxamide